3,3-dibutyl-8-methoxy-5-phenyl-2,3,4,5-tetrahydro-1,5-benzothiazepine 1,1-dioxide C(CCC)C1(CS(C2=C(N(C1)C1=CC=CC=C1)C=CC(=C2)OC)(=O)=O)CCCC